C1(=CC=CC=C1)S(=O)(=O)CC(=O)C1=CC=C(C=C1)C1=NOC(=N1)C(F)(F)F 2-(phenylsulfonyl)-1-(4-(5-(trifluoromethyl)-1,2,4-oxadiazol-3-yl)phenyl)ethan-1-one